C1=CC=NC=2C=CC3=C(C12)C1=C(S3)C(N=NC=C1)=O Diazepino[5',6':4,5]Thieno[3,2-f]Quinoline-8-one